1-[(2-(trimethylsilyl)ethoxy)methyl]-pyrazin-2(1H)-one C[Si](CCOCN1C(C=NC=C1)=O)(C)C